[Ca+2].ClC1=C(C=C(C=C1)Cl)S(=O)(=O)[O-].ClC1=C(C=C(C=C1)Cl)S(=O)(=O)[O-] 2,5-dichlorobenzenesulfonic acid, calcium salt